N1C=CN=CC=C1 [1,4]Diazepin